5-tert-butyl-4-chloro-1,3-thiazol-2-amine C(C)(C)(C)C1=C(N=C(S1)N)Cl